5-methoxy-2-(S-methylsulfonimidoyl)pyridine COC=1C=CC(=NC1)S(=O)(=N)C